2-cyanoethyl (11,16-dioxo-14,14-bis(3-oxo-3-((2-(2-(prop-2-yn-1-yloxy) ethoxy) ethyl) amino) propyl)-4,7-dioxa-10,15-diazaeicosa-1-yn-20-yl) diisopropylphosphoramidite C(C)(C)N(P(OCCC#N)OCCCCC(NC(CCC(NCCOCCOCC#C)=O)(CCC(=O)NCCOCCOCC#C)CCC(NCCOCCOCC#C)=O)=O)C(C)C